bis-(2-mercaptoethyl)ether SCCOCCS